(S)-4,4-difluoropyrrolidine-1,2-dicarboxylic acid 1-(tert-butyl) 2-methyl ester COC(=O)[C@H]1N(CC(C1)(F)F)C(=O)OC(C)(C)C